(S)-N-((R)-1-(4-carbamimidoylthiophen-2-yl)ethyl)-7-(2-(5-(3,4-difluorophenyl)-1-oxoisoindolin-2-yl)acetyl)-1,4-dioxa-7-azaspiro[4.4]nonane-8-carboxamide C(N)(=N)C=1C=C(SC1)[C@@H](C)NC(=O)[C@H]1N(CC2(OCCO2)C1)C(CN1C(C2=CC=C(C=C2C1)C1=CC(=C(C=C1)F)F)=O)=O